NC1=CC=CC2=C1N=NN(C2=O)C2C(NC(CC2)=O)=O 3-(8-amino-4-oxobenzo[d][1,2,3]triazin-3(4H)-yl)piperidin-2,6-dione